5-(2-hydroxy-5-(4,4,5,5-tetramethyl-1,3,2-dioxa-borolan-2-yl)-1,2,3,3a,4,6a-hexahydropentalen-2-yl)-1-methyl-1H-pyrazol-3-ol OC1(CC2C=C(CC2C1)B1OC(C(O1)(C)C)(C)C)C1=CC(=NN1C)O